4-((2-hydroxyethyl)sulfonamido)-5-methyl-2-(6-azaspiro[2.5]octan-6-yl)benzamide OCCS(=O)(=O)NC1=CC(=C(C(=O)N)C=C1C)N1CCC2(CC2)CC1